N1C(=CC2=CC=CC=C12)CN1CCN(CC1)C=1C(NC2=CC=CC=C2C1)=O [4-(1H-indol-2-ylmethyl)piperazin-1-yl]quinolone